C(CC)NC(=O)C1(CCC1)C1=CC=C(C=C1)NC(OC(C)(C)C)=O tert-butyl (4-(1-(propylcarbamoyl)cyclobutyl)phenyl)carbamate